[Ir].FC=1C=CC(=NC1)C(=O)O (5-fluoropyridine-2-carboxylic acid) iridium